C(C1=CC=CC=C1)OC=1C(=CC(=NC1)CC1=C(C=C(C=C1Cl)Br)Cl)SCC1=CC=C(C=C1)OC 5-benzyloxy-2-[(4-bromo-2,6-dichloro-phenyl)methyl]-4-[(4-methoxyphenyl)methylsulfanyl]pyridine